FC1=C(C=CC=C1)C=1N=NSC1 4-(2-fluorophenyl)-1,2,3-thiadiazole